ClC1=NC=CC(=C1)C(=C)COC 2-chloro-4-(3-methoxyprop-1-en-2-yl)pyridine